2-cyclopropyl-4-(((difluoromethoxy)phenyl)amino)thiazole-5-carboxamide C1(CC1)C=1SC(=C(N1)NC1=C(C=CC=C1)OC(F)F)C(=O)N